(R)-3-p-toluenesulfonyltetrahydrofuran CC1=CC=C(C=C1)S(=O)(=O)[C@H]1COCC1